5-benzhydryl-10-hydroxy-4,5-dihydro-9H-pyrido[1,2-b]thiazolo[4,5-d]pyridazin-9-one C(C1=CC=CC=C1)(C1=CC=CC=C1)N1N2C(C3=C(C1)SC=N3)=C(C(C=C2)=O)O